5-Amino-Valerat NCCCCC(=O)[O-]